Ethyl 1-(cyclopropylmethyl)-4-oxopiperidine-3-carboxylate C1(CC1)CN1CC(C(CC1)=O)C(=O)OCC